5-Phenyl-4-(2-phenylhydrazino)-2-(4-(piperidine-1-carbonyl)phenyl)-2,4-dihydro-3H-pyrazol-3-one C1(=CC=CC=C1)C=1C(C(N(N1)C1=CC=C(C=C1)C(=O)N1CCCCC1)=O)NNC1=CC=CC=C1